(Z)-2-((dimethylamino)methylene)cyclooctan-1-one tert-butyl-(R)-(1-(methoxy(methyl)amino)-1-oxopentan-2-yl)carbamate C(C)(C)(C)N(C(O)=O)[C@@H](C(=O)N(C)OC)CCC.CN(C)\C=C\1/C(CCCCCC1)=O